C(#N)C=1C(=NN2C1C(NC(=C2)C2=CC1=C(OCCO1)C=C2)=O)C(=O)OCC Ethyl 3-cyano-6-(2,3-dihydro-1,4-benzodioxin-6-yl)-4-oxo-4,5-dihydropyrazolo[1,5-a]pyrazine-2-carboxylate